C1NCC12CC(C2)NC(=O)N2CCN(CC2)C(C2=C(C=C(C=C2)NC(=O)C=2N(C(=CN2)C=2C(=NN(C2)CC#C)C(F)(F)F)C)Cl)=O N-(2-azaspiro[3.3]heptan-6-yl)-4-[2-chloro-4-[[1-methyl-5-[1-prop-2-ynyl-3-(trifluoromethyl)pyrazol-4-yl]imidazole-2-carbonyl]amino]benzoyl]piperazine-1-carboxamide